Methyl 6-amino-1,3-dihydroisobenzofuran-5-carboxylate NC1=C(C=C2COCC2=C1)C(=O)OC